(Z)-4-(2-(pyridin-3-yl)ethyl)furan-2-carbaldehyde oxime N1=CC(=CC=C1)CCC=1C=C(OC1)\C=N/O